ClC1=CC2=C(C=N1)C(=NN2C2=CC=C(C#N)C=C2)OCOCC[Si](C)(C)C 4-(6-chloro-3-((2-(trimethylsilyl)ethoxy)methoxy)-1H-pyrazolo[4,3-c]pyridin-1-yl)benzonitrile